CN(C=1C=NC2=CC=C(C=C2C1)C1C(C1)C1=NC=CC(=N1)C)CC=1N=C2N(C=CC=C2N2C(NC(C2)=O)=O)C1 (2-((methyl(6-(2-(4-methylpyrimidin-2-yl)cyclopropyl)quinolin-3-yl)amino)methyl)imidazo[1,2-a]pyridin-8-yl)imidazolidine-2,4-dione